C1(CC1)CN1C[C@@H](CCC1)NC=1C(N(C(=NN1)C1=C(C2=C(SC=C2)C=C1)O)C)=O (R)-6-((1-(cyclopropylmethyl)piperidin-3-yl)amino)-3-(4-hydroxybenzo[b]thiophen-5-yl)-4-methyl-1,2,4-triazine-5(4H)-one